Cl.NC(C(=O)N1CCN(CC1)C(=O)NC1=NC(N(C=C1)C1=CC=2CCC(CC2C=C1)N1CCC(CC1)N)=O)(C)C 4-(2-amino-2-methylpropionyl)-N-(1-(6-(4-aminopiperidin-1-yl)-5,6,7,8-tetrahydronaphthalen-2-yl)-2-oxo-1,2-dihydropyrimidin-4-yl)piperazine-1-carboxamide hydrochloride